N-[(1R,3S)-3-{[6-chloro-2-(trifluoromethyl)quinolin-4-yl]amino}cyclohexyl]-1-(2-fluoroethyl)-1H-pyrazole-4-carboxamide ClC=1C=C2C(=CC(=NC2=CC1)C(F)(F)F)N[C@@H]1C[C@@H](CCC1)NC(=O)C=1C=NN(C1)CCF